CC1(C(C(CC1)(CC(=C)C)CC(=C)C)=O)C 2,2-dimethyl-5,5-bis(2-methylpropan-2-enyl)cyclopentan-1-one